2-ethylhexyl-acrylate C(C)C(COC(C=C)=O)CCCC